C1(CCCCC1)CN1N=CC(=C1C)C=1C(=NC(=CC1)N1CC2=C(C=CC=C2CC1)C(NC=1SC(=CN1)C)=O)C(=O)NS(=O)(=O)CCCCCC(=O)O 6-(N-(3-(1-(cyclohexylmethyl)-5-methyl-1H-pyrazol-4-yl)-6-(8-((5-methylthiazol-2-yl)carbamoyl)-3,4-dihydroisoquinolin-2(1H)-yl)picolinoyl)sulfamoyl)hexanoic acid